OC1[C@]2(C)[C@@H](CC1)[C@@H]1CCC3=CC(CCC3=C1CC2)=O 17-Hydroxyestra-4,9-dien-3-one